C1=CC(=CC=C1O)C.[Na] sodium para-cresol